2-tert-butyl-6-(4,4-difluorocyclohexyl)-3-methyl-5-(4,4,5,5-tetramethyl-1,3,2-dioxaborolan-2-yl)pyridine C(C)(C)(C)C1=NC(=C(C=C1C)B1OC(C(O1)(C)C)(C)C)C1CCC(CC1)(F)F